C1(CCCC1)CCN1C(=NC2=C1C=CC=C2)NC2=CC=C(C(=O)NO)C=C2 4-((1-(2-cyclopentylethyl)-1H-benzo[d]imidazol-2-yl)amino)-N-hydroxybenzamide